O1C(OCC1)C=1C(=C(CN2C=C(C3=CC=CC=C23)C2=NC(=NC=C2)NC=2C(=CC(=C(C2)NC(C)=O)N(C)CCN(C)C)OC)C=CC1)OCC1=CC=C(C=C1)OC N-(5-((4-(1-(3-(1,3-dioxolan-2-yl)-2-((4-methoxybenzyl)oxy)benzyl)-1H-indol-3-yl)pyrimidin-2-yl)amino)-2-((2-(dimethylamino)ethyl)(methyl)amino)-4-methoxyphenyl)acetamide